C(N)(=O)C1=CC=C(CNC(NC2CCN(CC2)C(=O)OC(C)(C)C)=O)C=C1 tert-butyl 4-(3-(4-carbamoylbenzyl)ureido)piperidine-1-carboxylate